CN1CC2=C(C=CC=C2C=C1C1=CC=C(C=C1)C(=O)OC)OC 2-methyl-3-(4-methoxycarbonylphenyl)-8-methoxyisoquinoline